ClC1=NC=C(C(=N1)C=1C=C(C=CC1)N1C(C[C@H](C1)O)=O)F (4R)-1-[3-(2-chloro-5-fluoro-pyrimidin-4-yl)phenyl]-4-hydroxy-pyrrolidin-2-one